2,2-difluoropropane-1,1,3,3-d4-1,3-diamine hydrochloride Cl.FC(C(N)([2H])[2H])(C(N)([2H])[2H])F